(1S,2R)-2-fluorocyclopropane-1-amine F[C@H]1[C@H](C1)N